CC(C)(C)C1=CC=C(C=C1)OCC2CO2 p-tert-butylphenyl glycidyl ether